2-(6-fluoro-3-methyl-1H-indazol-1-yl)pyrimidine FC1=CC=C2C(=NN(C2=C1)C1=NC=CC=N1)C